((7-(benzyloxy)-2,2-diphenylbenzo[d][1,3]dioxole-5-carbonyl)oxy)-2,2-diphenylbenzo[d][1,3]dioxole-5-carboxylic acid C(C1=CC=CC=C1)OC1=CC(=CC2=C1OC(O2)(C2=CC=CC=C2)C2=CC=CC=C2)C(=O)OC2=C(C=CC=1OC(OC12)(C1=CC=CC=C1)C1=CC=CC=C1)C(=O)O